7-(4-bromo-3-chloro-benzoyl)-2-[4-(cyclopropoxy)phenyl]-N-[(2-oxazol-2-ylphenyl)methyl]-3-oxo-6,8-dihydro-5H-imidazo[1,5-a]pyrazine-1-carboxamide BrC1=C(C=C(C(=O)N2CC=3N(CC2)C(N(C3C(=O)NCC3=C(C=CC=C3)C=3OC=CN3)C3=CC=C(C=C3)OC3CC3)=O)C=C1)Cl